FC1=C(C=CC(=C1)F)C1=NC(=CC=2C1=NC(=C(N2)C)C)N2C[C@@H](O[C@@H](C2)C)C=2C=CC(N(C2)C)=O 5-((2S,6R)-4-(5-(2,4-difluorophenyl)-2,3-dimethylpyrido[3,4-b]pyrazin-7-yl)-6-methylmorpholin-2-yl)-1-methylpyridin-2(1H)-one